1-(3,3-difluorocyclobutyl)pyrazol-4-amine FC1(CC(C1)N1N=CC(=C1)N)F